FC(C#N)(C(OC(C(OC(=C(F)F)F)(F)F)(C(F)(F)F)F)(F)F)F perfluoro[3-(1-methyl-2-vinyloxy-ethoxy)propionitrile]